2-((4-methoxybenzyloxy)methyl)pyrazolo[1,5-a]Pyridine-5-carboxylic acid methyl ester COC(=O)C1=CC=2N(C=C1)N=C(C2)COCC2=CC=C(C=C2)OC